2-acetyleneYl-5-(hydroxymethyl)tetrahydrofuran-3,4-diol C(#C)C1OC(C(C1O)O)CO